3-({4-[5-(difluoromethyl)pyridin-2-yl]-1-methyl-1H-1,2,3-triazol-5-yl}methoxy)-6-(5-methyl-1H-1,2,4-triazol-1-yl)pyridazine FC(C=1C=CC(=NC1)C=1N=NN(C1COC=1N=NC(=CC1)N1N=CN=C1C)C)F